ClC1=CC(=C(C=C1)C=1C2=C(N=C(N1)[C@H]1C[C@@H](OCC1)C1=CC(=NC=C1)C)N=C(C=C2)C)F 4-(4-chloro-2-fluorophenyl)-7-methyl-2-((2R,4R)-2-(2-methyl-4-pyridinyl)tetrahydro-2H-pyran-4-yl)pyrido[2,3-d]pyrimidine